C1(=CC=C(C=C1)N(C=1C=C(C=C(C1)N(C1=CC=CC=C1)C=1C=CC2=C(OC3=C2C=CC=C3)C1)C1=CC=CC=C1)C1=CC=CC=C1)C1=CC=CC=C1 N3-([1,1'-biphenyl]-4-yl)-N5-(dibenzo[b,d]furan-3-yl)-N3,N5-diphenyl-[1,1'-biphenyl]-3,5-diamine